C(C1=CC=CC=C1)(=O)O.NC1=C2C(=NC=N1)N(N=C2C=2C=NC=C(C2)O)[C@@H](C)C=2OC(C1=CC=CC=C1C2C2=CC(=CC=C2)CN2CCN(CC2)C)=O (S)-3-(1-(4-Amino-3-(5-hydroxypyridin-3-yl)-1H-pyrazolo[3,4-d]pyrimidin-1-yl)ethyl)-4-(3-((4-methylpiperazin-1-yl)methyl)phenyl)-1H-isochromen-1-on Benzoat